5-(5-methyl-1H-pyrazol-4-yl)-N-(4-((3-phenyl-pyrrolidin-1-yl)methyl)-pyridin-2-yl)thiazolo-[5,4-b]pyridin-2-amine CC1=C(C=NN1)C1=CC=C2C(=N1)SC(=N2)NC2=NC=CC(=C2)CN2CC(CC2)C2=CC=CC=C2